CCCCC1=C(C=C2C[C@H](OC(=O)C2=C1O)CC/C=C/C)O The molecule is an isochromane that is 3,4-dihydroisocoumarin with a butyl substituent at position 7, hydroxy substituents at positions 6 and 8 and a 3E-pent-3-en-1-yl group at position 3. It is isolated from an endophytic fungus, Geotrichum. It has a role as a metabolite, an antimalarial, an antifungal agent and an antitubercular agent. It is a member of isochromanes and a member of phenols. It derives from a 3,4-dihydroisocoumarin.